2-allyl-6-((2,2-dimethyl-2,3-dihydrobenzo[B][1,4]dioxin-6-yl)amino)-1-(6-(2-hydroxypropan-2-yl)pyridin-2-yl)-1H-pyrazolo[3,4-d]pyrimidin-3(2H)-one C(C=C)N1N(C2=NC(=NC=C2C1=O)NC1=CC2=C(OC(CO2)(C)C)C=C1)C1=NC(=CC=C1)C(C)(C)O